ClC1=C(N=C(NC1=O)C1=CC=NC=C1)C1CCN(CC1)C(=O)C=1C=C(C#N)C=CC1 3-[4-[5-chloro-6-oxo-2-(4-pyridinyl)-1H-pyrimidin-4-yl]piperidine-1-carbonyl]benzonitrile